C(=O)C=1NC(=CC1C(=O)N(CCOCCN1N=CC=C1C=1C=C2CC(NC2=CC1)=O)C)C 2-formyl-N,5-dimethyl-N-[2-[2-[5-(2-oxoindolin-5-yl)pyrazol-1-yl]ethoxy]ethyl]-1H-pyrrole-3-carboxamide